tris(4-butylphosphonium) phosphonium [PH4+].CCCC[PH3+].CCCC[PH3+].CCCC[PH3+]